ON=CC=1C=C(C(=O)ON2C(CCC2=O)=O)C=C(C1)C=NO 2,5-Dioxopyrrolidin-1-yl 3,5-bis((hydroxyimino)methyl)benzoate